(S)-2-((tert-butyldimethylsilyl)oxy)butan-1-amine [Si](C)(C)(C(C)(C)C)O[C@H](CN)CC